ClC=1C=C2C(OCC=3C=CC(=CC3C3=CC=NC(NS(C(C1OC)=C2)(=O)=O)=C3)F)=O 13-chloro-4-fluoro-14-methoxy-16,16-dioxo-9-oxa-16λ6-thia-17,19-diazatetracyclo[16.3.1.111,15.02,7]tricosa-1(21),2(7),3,5,11,13,15(23),18(22),19-nonaen-10-one